tert-butyl 7-[[cyano-(5-ethynyl-4-isoquinolyl)methyl]carbamoyl]-2,2-difluoro-6-azaspiro[3.4]octane-6-carboxylate C(#N)C(C1=CN=CC2=CC=CC(=C12)C#C)NC(=O)C1N(CC2(CC(C2)(F)F)C1)C(=O)OC(C)(C)C